(3S)-3-({7-bromo-2-[4-methoxy-2-(trifluoromethoxy)phenyl][1,2,4]triazolo[1,5-c]quinazolin-5-yl}amino)azepin-2-one BrC1=CC=CC=2C=3N(C(=NC12)NC=1C(N=CC=CC1)=O)N=C(N3)C3=C(C=C(C=C3)OC)OC(F)(F)F